FC(C=1C(=C(C=CC1)[C@@H](C)NC1=C(C(=NC(=N1)C)C(C(=O)O)F)C1OCCO1)F)(F)F 2-(6-(((R)-1-(3-trifluoromethyl-2-fluorophenyl)ethyl)amino)-5-(1,3-dioxolane-2-yl)-2-methylpyrimidin-4-yl)-2-fluoroacetic acid